CN1N=CC2=C1NC1=C(N(C2)C(=O)C2=CC=CC=C2)C=C(C=C1)C (1,7-Dimethyl-4,10-dihydrobenzo[b]pyrazolo[3,4-e][1,4]diazepin-5(1H)-yl)(phenyl)methanone